1,3-Pentandiamin C(CC(CC)N)N